3,3-Dimethyl-2-oxo-1-(thiophen-3-ylmethyl)-2,3-dihydro-1H-pyrrolo[3,2-b]pyridine-6-carboxylic acid methyl ester COC(=O)C=1C=C2C(=NC1)C(C(N2CC2=CSC=C2)=O)(C)C